N-(2-methyl-5-(5-methyl-1,2,4-oxadiazol-3-yl)phenyl)-7-(3-(pyrrolidin-1-yl)propoxy)imidazo[1,2-a]pyridine-3-carboxamide CC1=C(C=C(C=C1)C1=NOC(=N1)C)NC(=O)C1=CN=C2N1C=CC(=C2)OCCCN2CCCC2